(S)-3-amino-3-(5-(3,5-dimethylisoxazol-4-yl)-1-((R)-1-methylpyrrolidin-3-yl)-1H-benzo[d]imidazol-2-yl)propan-1-ol N[C@@H](CCO)C1=NC2=C(N1[C@H]1CN(CC1)C)C=CC(=C2)C=2C(=NOC2C)C